2-(2,6-dioxopiperidin-3-yl)-5-(4-(3-(4-(4-((2-(4-fluorophenyl)-6-hydroxybenzo[b]thiophen-3-yl)oxy)phenyl)piperazin-1-yl)propyl)piperidin-1-yl)isoindoline-1,3-dione O=C1NC(CCC1N1C(C2=CC=C(C=C2C1=O)N1CCC(CC1)CCCN1CCN(CC1)C1=CC=C(C=C1)OC=1C2=C(SC1C1=CC=C(C=C1)F)C=C(C=C2)O)=O)=O